butyl pyrrolidine-3-carboxylate N1CC(CC1)C(=O)OCCCC